NC=1N=C(SC1C(C1=CC=CC=C1)=O)N(C1=C(C=CC=C1)F)C(C(=O)N)C (N-(4-Amino-5-benzoylthiazol-2-yl)-2-fluoroanilino)propanamid